(R)-1-(3-amino-5-(1-aminoethyl)phenyl)-1,1-difluoro-2-methylpropan-2-ol hydrochloride Cl.NC=1C=C(C=C(C1)[C@@H](C)N)C(C(C)(O)C)(F)F